methacryloyl-oxyethyl-dimethyl-ethyl-ammonium methyl-2-methoxy-6-methyl-4-(4,4,5,5-tetramethyl-1,3,2-dioxaborolan-2-yl)benzoate COC(C1=C(C=C(C=C1C)B1OC(C(O1)(C)C)(C)C)OC)=O.C(C(=C)C)(=O)OCC[N+](CC)(C)C